1,1-bis-(5-tert-butyl-4-hydroxy-2-methylphenyl)-3-dodecyl-mercaptobutane C(C)(C)(C)C=1C(=CC(=C(C1)C(CC(C)CCCCCCCCCCCC)(C1=C(C=C(C(=C1)C(C)(C)C)O)C)S)C)O